4-methylsulfonyloxyhexyl acrylate C(C=C)(=O)OCCCC(CC)OS(=O)(=O)C